C(C)(C)(C)OC(=O)N1C[C@@H]2COC3=C(CN2CC1)C=C(C(=C3)C=3C(=CC=C1C=CN=C(C31)OC)C)F (12AR)-8-fluoro-9-(1-methoxy-7-methylisoquinolin-8-yl)-3,4,12,12a-tetrahydro-6H-pyrazino[2,1-c][1,4]benzoxazepine-2(1H)-carboxylic acid tert-butyl ester